OC1=C2C(C=C(OC2=CC(=C1)O)C1=CC=C(C=C1)F)=O 5,7-dihydroxy-2-(4-fluorophenyl)-4H-chromen-4-one